C(C)OCCOCCN 2-(2-ethoxyethoxy)-1-aminoethane